1-(7-(6-chloro-2-(3-(dimethylamino)azetidin-1-yl)-8-fluoro-7-(6-methyl-1H-indazol-7-yl)quinazolin-4-yl)-2,7-diazaspiro[3.5]nonan-2-yl)prop-2-en-1-one ClC=1C=C2C(=NC(=NC2=C(C1C=1C(=CC=C2C=NNC12)C)F)N1CC(C1)N(C)C)N1CCC2(CN(C2)C(C=C)=O)CC1